4-[2-[4-[5-propyl-1-[4-(trifluoromethoxy)phenyl]pyrazol-3-yl]piperazin-1-yl]ethyl]morpholine C(CC)C1=CC(=NN1C1=CC=C(C=C1)OC(F)(F)F)N1CCN(CC1)CCN1CCOCC1